EthyleneBis(tetrabromophthalimide) C(CN1C(=O)C2=C(C1=O)C(=C(C(=C2Br)Br)Br)Br)N3C(=O)C4=C(C3=O)C(=C(C(=C4Br)Br)Br)Br